ClC=1C(=C(C=CC1)N1CCCN(S1(=O)=O)CC(=O)NC1C2CC3(CC(CC1C3)C2)C(=O)N)C 4-(2-(6-(3-chloro-2-methylphenyl)-1,1-dioxido-1,2,6-thiadiazinan-2-yl)acetamido)adamantan-1-carboxamide